O=C1CCC(CC1)S(=O)(=O)N 4-Oxo-cyclohexane-1-sulfonamide